FC1=CC=C(C(=O)NC2=CC=C3C(=N2)C(=CN3)C=3CC2CCCCN2CC3)C=C1 5-(4-fluorobenzoyl)amino-3-(1,4,5,6,7,8,9-heptahydroquinolizin-2-yl)pyrrolo[3,2-b]pyridine